3-(2-(azetidin-1-yl) ethyl)-1H-indol-4-yl acetate C(C)(=O)OC1=C2C(=CNC2=CC=C1)CCN1CCC1